C1OCC2C1CCC(C2)C=2CC1C(COC1)=CC2 dodecahydro-5,5'-bi-2-benzofuran